C(C)(C)(C)C1=CC=C(C=C1)[C@H](N[S@](=O)C(C)(C)C)C1=C(N(C2=CC=CC=C12)S(=O)(=O)C1=CC=CC=C1)CP(C1=CC=CC=C1)C1=CC=CC=C1 (R)-N-((S)-(4-(tert-butyl)phenyl)(2-((diphenylphosphanyl)methyl)-1-(phenyl-sulfonyl)-1H-indol-3-yl)methyl)-2-methylpropane-2-sulfinamide